(1R,2S,5S)-3-((S)-3,3-dimethyl-2-(2,2,2-trifluoroacetylamino)butyryl)-6,6-dimethyl-3-azabicyclo[3.1.0]hexane-2-carboxylic acid CC([C@@H](C(=O)N1[C@@H]([C@H]2C([C@H]2C1)(C)C)C(=O)O)NC(C(F)(F)F)=O)(C)C